FC(C)(F)C1(COCC2=C1NC(C1=C2C=C(S1)C=1C=NNC1)=O)O 4-(1,1-difluoroethyl)-4-hydroxy-8-(1H-pyrazol-4-yl)-1,3,4,5-tetrahydro-6H-pyrano[4,3-b]thieno[3,2-d]pyridin-6-one